N-(5-(2-chloroacetamido)-2-(trifluoromethyl)pyridin-3-yl)-2-(1-methyl-1H-pyrazol-4-yl)-1H-pyrrolo[2,3-b]pyridine-5-carboxamide ClCC(=O)NC=1C=C(C(=NC1)C(F)(F)F)NC(=O)C=1C=C2C(=NC1)NC(=C2)C=2C=NN(C2)C